ClC=1C=C2C=C(NC2=CC1C=1OC(=CN1)C)CCC(=O)N ((5-chloro-6-(5-methyloxazol-2-yl)-1H-indol-2-yl)methyl)acetamide